N-[(R)-3-decyloxy-tetradecanoyl]-O-[2,3-di-[(R)-3-decyloxy-tetradecanoylamino]-2,3-dideoxy-4-O-methylphosphono-β-D-arabinopyranosyl]-L-serine triethylammonium salt C(C)[NH+](CC)CC.C(CCCCCCCCC)O[C@@H](CC(=O)N[C@@H](CO[C@H]1[C@H]([C@@H]([C@H](OP(=O)(OC)O)CO1)NC(C[C@@H](CCCCCCCCCCC)OCCCCCCCCCC)=O)NC(C[C@@H](CCCCCCCCCCC)OCCCCCCCCCC)=O)C(=O)[O-])CCCCCCCCCCC